NC=1SC(=C(N1)C=1C=C(C#N)C=CC1)C1=CC(=NC(=C1)C)COC 3-[2-amino-5-[2-(methoxymethyl)-6-methyl-4-pyridyl]thiazol-4-yl]benzonitrile